CN(C(C(CCN1CCN(CC1)C1=NC(=CC=C1)C(F)(F)F)(C1=CC=CC=C1)C1=CC=CC=C1)=O)C N,N-dimethyl-2,2-diphenyl-4-(4-(6-(trifluoromethyl)pyridin-2-yl)piperazin-1-yl)butanamide